FC(C(=O)O)(F)F.NC1=NC=CC(=C1)C[C@@H]1[C@H](N(C1=O)C(=O)N[C@H](C)C1=CC=CC=C1)C=NOC (2S,3R)-3-[(2-aminopyridin-4-yl)methyl]-2-[(methoxyimino)methyl]-4-oxo-N-[(1R)-1-phenylethyl]azetidine-1-carboxamide trifluoroacetate